(7R)-7-[4-(2-nitrobenzene-1-sulfonyl)piperazin-1-yl]-2-{4-[2-(trifluoromethoxy)phenoxy]phenyl}-4,5,6,7-tetrahydro-2H-pyrazolo[4,3-b]pyridine-3-carboxamide [N+](=O)([O-])C1=C(C=CC=C1)S(=O)(=O)N1CCN(CC1)[C@H]1C=2C(NCC1)=C(N(N2)C2=CC=C(C=C2)OC2=C(C=CC=C2)OC(F)(F)F)C(=O)N